Cl.CNC1=CC=C(C=N1)B(O)O 6-(METHYLAMINO)PYRIDIN-3-YLBORONIC ACID HYDROCHLORIDE